pentamethyl-indanol CC1(C(C(C2=CC=CC=C12)(O)C)(C)C)C